6-methoxy-4-methyl-pyridin-2-amine COC1=CC(=CC(=N1)N)C